amino-1,1-biphenyl NC1=C(C=CC=C1)C1=CC=CC=C1